C(C)(=O)N1[C@@H](CN(C[C@@H]1C)C(C=C)=O)C1=CC(=NC(=C1)Cl)C1=CC(=NC=N1)C(=O)NC 6-(4-((2R,6S)-1-acetyl-4-acryloyl-6-methylpiperazin-2-yl)-6-chloropyridin-2-yl)-N-methylpyrimidine-4-carboxamide